5-(3,6-diazabicyclo[3.1.1]heptane-3-yl)-2-(2,4-dioxotetrahydropyrimidine-1(2H)-yl)isoindoline-1,3-dione C12CN(CC(N1)C2)C=2C=C1C(N(C(C1=CC2)=O)N2C(NC(CC2)=O)=O)=O